N1(CCOCC1)C(=O)OC[C@@H]1CC[C@@]2(CC(CN12)=C)CO ((3S,7aR)-7a-(hydroxymethyl)-6-methylenehexahydro-1H-pyrrolizin-3-yl)methyl morpholine-4-carboxylate